2-amino-3-(naphthalen-2-yl)propanoic acid NC(C(=O)O)CC1=CC2=CC=CC=C2C=C1